C(CCC)N1C=[N+](C(C1C)C)CCCC 1,3-dibutyl-4,5-dimethyl-4,5-dihydro-1H-imidazolium